COCC[C@@H]1CC2[C@@]3(C1N(CCC1=C3NC3=CC=CC=C13)C2)C(=O)OC methyl (3S,4S,11bS)-3-(2-methoxyethyl)-1,2,3,3a,6,11-hexahydro-1,4-methanocyclopenta[2,3]azepino[4,5-b]indole-11b(5H)-carboxylate